ruthenium cobalt nickel iron copper [Cu].[Fe].[Ni].[Co].[Ru]